4,5-diisopropyl-1,3-bis(trimethylsilyl)-imidazole-2-thione C(C)(C)C=1N(C(N(C1C(C)C)[Si](C)(C)C)=S)[Si](C)(C)C